CC1=NC(=NO1)C1=CC=C2CN(C(C2=C1)=O)CCNC1=NC=CC2=CC=C(C=C12)C1=NOC(=N1)C 6-(5-methyl-1,2,4-oxadiazol-3-yl)-2-[2-[[7-(5-methyl-1,2,4-oxadiazol-3-yl)-1-isoquinolyl]amino]ethyl]isoindolin-1-one